1-(2-acetyl-4-chlorobenzyl)-2-sulfanylidene-1,2,3,5-tetrahydro-4H-pyrrolo[3,2-d]pyrimidin-4-one C(C)(=O)C1=C(CN2C(NC(C3=C2C=CN3)=O)=S)C=CC(=C1)Cl